(2-Bromophenyl)thiobenzene BrC1=C(C=CC=C1)SC1=CC=CC=C1